1,1-bis(diethoxysilyl)ethane C(C)O[SiH](C(C)[SiH](OCC)OCC)OCC